COC1=CC2=C(C=N1)CN(C2)C=2OC=1C(=NC(=CC1)C1=C(C=C(C=C1C)C(F)(F)F)O)N2 2-[2-(6-Methoxy-1,3-dihydropyrrolo[3,4-c]pyridin-2-yl)oxazolo[4,5-b]pyridin-5-yl]-3-methyl-5-(trifluoromethyl)phenol